C(C)(C)(C)N1N=CC(=C1F)C(=O)NC1=NC=C(C(=C1)C=1C=C(C=2N(C1)C=CN2)N2CCOCC2)C(F)(F)F 1-(Tert-butyl)-5-fluoro-N-(4-(8-morpholinoimidazo[1,2-a]pyridin-6-yl)-5-(trifluoromethyl)pyridin-2-yl)-1H-pyrazole-4-carboxamide